NC=1C2=C(N=CN1)N(C=C2C2=CC=C(C=1N2C=CN1)NC(=O)NC1=CC(=C(C=C1)CN1CCN(CC1)C)C(F)(F)F)C1CCN(CC1)C 1-(5-(4-amino-7-(1-methyl-piperidin-4-yl)-7H-pyrrolo-[2,3-d]pyrimidin-5-yl)imidazo-[1,2-a]pyridin-8-yl)-3-(4-((4-methylpiperazin-1-yl)methyl)-3-(trifluoromethyl)phenyl)urea